(S)-4-(2-azido-1-methoxypropan-2-yl)-6-chloro-1-methoxy-2,7-naphthyridine N(=[N+]=[N-])[C@@](COC)(C)C1=CN=C(C2=CN=C(C=C12)Cl)OC